ethyl 2-(3-((6-cyano-2-((7-methyl-5-(methylsulfonyl)-1H-indol-4-yl)-methyl)-2H-indazol-7-yl)oxy)azetidin-1-yl)acetate C(#N)C=1C=CC2=CN(N=C2C1OC1CN(C1)CC(=O)OCC)CC1=C2C=CNC2=C(C=C1S(=O)(=O)C)C